(S)-2-(5-(2-cyanophenyl)isoindoline-2-carbonyl)pyrrolidine-1-carbonitrile C(#N)C1=C(C=CC=C1)C=1C=C2CN(CC2=CC1)C(=O)[C@H]1N(CCC1)C#N